4-amino-1-(6-chloro-3,5-dicyano-4-ethylpyridin-2-yl)piperidine-4-carboxamide NC1(CCN(CC1)C1=NC(=C(C(=C1C#N)CC)C#N)Cl)C(=O)N